6-Bromo-N-[[2-fluoro-6-(trifluoromethyl)phenyl]methyl]-3-(2-trimethylsilylethoxymethyl)benzimidazole-4-carboxamide BrC=1C=C(C2=C(N=CN2COCC[Si](C)(C)C)C1)C(=O)NCC1=C(C=CC=C1C(F)(F)F)F